CC(CC(=O)C1=CC=C(C=C1)C)(C)[N+](=O)[O-] 3-methyl-3-nitro-1-(p-methylphenyl)-1-butanone